(7S)-N-[6-(1-ethoxyvinyl)pyrazolo[1,5-a]pyridin-3-yl]-4-[5-(5-fluoro-2-methoxypyridin-4-yl)-1H-pyrazole-3-carbonyl]-4-azaspiro[2.5]octane-7-carboxamide C(C)OC(=C)C=1C=CC=2N(C1)N=CC2NC(=O)[C@H]2CCN(C1(CC1)C2)C(=O)C2=NNC(=C2)C2=CC(=NC=C2F)OC